C1(CC1)C=1C=NN(C1CO[C@H]1[C@@H]2[C@H](N([C@H](C1)C2)C2=CC(=C(C(=O)NS(=O)(=O)C1CCOCC1)C=C2)F)C)C2=C(C=CC=C2Cl)Cl 4-((1S,3R,4S,5R)-5-((4-cyclopropyl-1-(2,6-dichlorophenyl)-1H-pyrazol-5-yl)methoxy)-3-methyl-2-azabicyclo[2.2.1]heptan-2-yl)-2-fluoro-N-((tetrahydro-2H-pyran-4-yl)sulfonyl)benzamide